OC1(CN(CC1)C(=O)OC(C)(C)C)CNCC1CCC(CC1)NS(=O)(=O)C tert-Butyl 3-Hydroxy-3-(((((1r,4r)-4-(methylsulfonamido)cyclohexyl)methyl)amino)methyl)pyrrolidine-1-carboxylate